COC(N[C@H](C(=O)NC=1C(N(C(=CC1)F)CC1=NC2=C(C(=NC=C2F)CC(C)C)N1)=O)CC\C=C\C(=O)N(C)C)=O Methyl-(S,E)-(7-(dimethylamino)-1-((6-fluoro-1-((7-fluoro-4-isobutyl-3H-imidazo[4,5-c]pyridin-2-yl)methyl)-2-oxo-1,2-dihydropyridin-3-yl)amino)-1,7-dioxohept-5-en-2-yl)carbamat